CC1=C(C=CC=C1)C1=NN2C(OCCC2)=C1C(=O)O 2-(2-methylphenyl)-6,7-dihydro-5H-pyrazolo[5,1-b][1,3]oxazine-3-carboxylic acid